N-((R)-(2-((S)-Amino(4,4-difluorocyclohexyl)methyl)imidazo[1,2-a]pyrimidin-7-yl)(cyclopropyl)methyl)-2-(2,2-difluorocyclopropyl)acetamide N[C@H](C=1N=C2N(C=CC(=N2)[C@H](NC(CC2C(C2)(F)F)=O)C2CC2)C1)C1CCC(CC1)(F)F